methyl (2S,4R)-1-((9,9-difluoro-9H-fluorene-3-carbonyl)glycyl)-4-(methylthio)pyrrolidine-2-carboxylate FC1(C2=CC=CC=C2C=2C=C(C=CC12)C(=O)NCC(=O)N1[C@@H](C[C@H](C1)SC)C(=O)OC)F